1-Pentyl-1-butylpyrrolidinium chlorid [Cl-].C(CCCC)[N+]1(CCCC1)CCCC